perfluorooctylmethacrylate FC(=C(C(=O)[O-])C(F)(F)F)C(C(C(C(C(C(C(C(F)(F)F)(F)F)(F)F)(F)F)(F)F)(F)F)(F)F)(F)F